1-(4-((4-((1-cyclopropyl-3-phenyl-1H-pyrazol-4-yl)oxy)pyridin-2-yl)amino)pyridin-2-yl)azetidine-3-carbonitrile C1(CC1)N1N=C(C(=C1)OC1=CC(=NC=C1)NC1=CC(=NC=C1)N1CC(C1)C#N)C1=CC=CC=C1